isopropyl 2,2-dimethylolpropionate C(O)C(C(=O)OC(C)C)(C)CO